C(C)(=O)C1C2C=CC(C1)C2 5-acetyl-norbornene